OC1=CC=C(C2=COC3=CC(=C(C(=C3C2=O)O)O)O)C=C1 4',5,6,7-tetrahydroxyisoflavone